C(C)(C)(C)C1C[C@@H]2CN(CC[C@@H]2N1C(=O)OCCNCCN)C1=NC=C(C=C1)OC(F)(F)F N-(β-aminoethyl)ethanolamine tert-butyl-(3aR,7aS)-5-[5-(trifluoromethoxy)-2-pyridyl]-3,3a,4,6,7,7a-hexahydro-2H-pyrrolo[3,2-c]pyridine-1-carboxylate